3-[(2S)-1-methylpyrrolidin-2-yl]pyridine bis[(2R,3R)-2,3-diHydroxybutanedioate] dihydrate O.O.O[C@@H](C(=O)O)[C@H](C(=O)O)O.O[C@@H](C(=O)O)[C@H](C(=O)O)O.CN1[C@@H](CCC1)C=1C=NC=CC1